N[C@@H](C(C1CC1)C1CC1)C=1N=C2N(N=C(C=C2)CC2C(NC[C@H](C2)C(F)(F)F)=O)C1 (5S)-3-((2-((S)-1-amino-2,2-dicyclopropylethyl)imidazo[1,2-b]pyridazin-6-yl)methyl)-5-(trifluoromethyl)piperidin-2-one